4-methoxy-N-methylpyrrolidine-3-carboxamide COC1C(CNC1)C(=O)NC